C(C)(=O)OCCCCCCCCC\C=C\C E-10-dodecenyl acetate